OC1(CCN(CC1)S(=O)(=O)C=C)C(=O)NC1=CC=C(C=C1)C1=CC2=C(N=CN=C2N2CCOCC2)N1 4-hydroxy-N-(4-(4-morpholino-7H-pyrrolo[2,3-d]pyrimidin-6-yl)phenyl)-1-(vinylsulfonyl)piperidine-4-carboxamide